azobenzene fluorine [F].N(=NC1=CC=CC=C1)C1=CC=CC=C1